C(N)(=O)C1=C(C2=C(NC(=N2)C2=C(C(=O)O)C=CC(=C2)OCCOC2=CC(=C(C=C2)C2=NC3=C(N2)C=CC(=C3OC)C(N)=O)C(=O)O)C=C1)OC 2-(5-Carbamoyl-4-methoxy-1H-benzo[d]imidazol-2-yl)-4-(2-(4-(5-carbamoyl-4-methoxy-1H-benzo[d]imidazol-2-yl)-3-carboxyphenoxy)ethoxy)benzoic acid